trimethyl-(vinyl)ammonium chloride [Cl-].C[N+](C=C)(C)C